(2R)-2-[3,5-dichloro-4-[[3-(4-fluorophenyl)-4-hydroxy-phenyl]methyl]phenoxy]propanoic acid ClC=1C=C(O[C@@H](C(=O)O)C)C=C(C1CC1=CC(=C(C=C1)O)C1=CC=C(C=C1)F)Cl